CN1N=CC2=CC=C(C=C12)COC1=CC=CC(=N1)N1CCN(CC1)C(=O)[O-] 4-(6-((1-methyl-1H-indazol-6-yl)methoxy)pyridine-2-yl)piperazine-1-carboxylate